(R)-1-(bicyclo[1.1.1]pent-1-ylamino)-2-(2,4-dibromo-5-methoxyphenylsulfonylamino)-6,6,6-trifluorohexane C12(CC(C1)C2)NC[C@@H](CCCC(F)(F)F)NS(=O)(=O)C2=C(C=C(C(=C2)OC)Br)Br